(3S)-3-[3-bromo-4-cyano-5-[(2-hydroxyethyl)amino]pyrazol-1-yl]pyrrolidine-1-carboxylic acid tert-butyl ester C(C)(C)(C)OC(=O)N1C[C@H](CC1)N1N=C(C(=C1NCCO)C#N)Br